Cl.Cl.FC1=NNC=C1C=1C=CC(=C(C1)O)C1=CN=C(N=N1)N1C[C@@H](NCC1)C(C)C 5-(3-fluoro-1H-pyrazol-4-yl)-2-{3-[(3S)-3-(propan-2-yl)piperazin-1-yl]-1,2,4-triazin-6-yl}phenol dihydrochloride